C1CC12COC(OC2)CN2N=NC(=C2)CNC2=C(C=CC(=C2)C#CC2CC2)C N-((1-((5,7-dioxaspiro[2.5]oct-6-yl)methyl)-1H-1,2,3-triazol-4-yl)methyl)-5-(cyclopropylethynyl)-2-methylaniline